BrC1C(C(C1(F)F)(F)F)Br 1,2-dibromo-3,3,4,4-tetrafluorocyclobutane